tert-butyl ethyl((5-(2-fluoro-3-nitrophenyl)-2-methyl-2H-1,2,3-triazol-4-yl)methyl)carbamate C(C)N(C(OC(C)(C)C)=O)CC1=NN(N=C1C1=C(C(=CC=C1)[N+](=O)[O-])F)C